C(=O)(C(=O)O)[Pt] oxaloplatinum